7-(2-(3-fluoro-4-((7-(3-(4-methylpiperidin-1-yl)propoxy)quinolin-4-yl)oxy)phenyl)acetyl)-5-(4-fluorophenyl)-3,5-dihydrofuro[3,2-c]pyridin-6(2H)-one FC=1C=C(C=CC1OC1=CC=NC2=CC(=CC=C12)OCCCN1CCC(CC1)C)CC(=O)C1=C2C(=CN(C1=O)C1=CC=C(C=C1)F)CCO2